(R)-3-((3-(4-Amino-8-cyclopropylpyrido[3,2-d]pyrimidin-6-yl)phenyl)ethynyl)-3-hydroxy-1-methylpyrrolidin-2-on NC=1C2=C(N=CN1)C(=CC(=N2)C=2C=C(C=CC2)C#C[C@]2(C(N(CC2)C)=O)O)C2CC2